C(CCC(=O)OCCOCCOCCOCCOCCOCCOCCOCCOCCOCCOCCOCCOCCOCCOCCOCCOCCOCCOCCOCCOCCOCCO)(=O)OC1CNC(C1)C(NCC1=CC=C(C=C1)C1=C(N=CS1)C)=O 5-((4-(4-methylthiazol-5-yl)benzyl)carbamoyl)pyrrolidin-3-yl (65-hydroxy-3,6,9,12,15,18,21,24,27,30,33,36,39,42,45,48,51,54,57,60,63-henicosaoxapentahexacontyl) succinate